hydroxypregna-4-ene-3,20-dione hexanoate C(CCCCC)(=O)O.OCC([C@H]1CC[C@H]2[C@@H]3CCC4=CC(CC[C@]4(C)[C@H]3CC[C@]12C)=O)=O